C(C)(C)(C)NS(=O)(=O)C1=NC(=CC=C1N[C@H](C)C=1C=C(C=C2C(C(=C(OC12)C1=CC2=CN(N=C2C=C1)C)C)=O)C)Cl N-tert-Butyl-6-chloro-3-[[(1R)-1-[3,6-dimethyl-2-(2-methylindazol-5-yl)-4-oxo-chromen-8-yl]-ethyl]amino]pyridine-2-sulfonamide